endo-tert-butyl 2-(2-bromo-6-chloropyridin-4-yl)-3-oxa-9-azabicyclo[3.3.1]nonane-9-carboxylate BrC1=NC(=CC(=C1)C1C2CCCC(CO1)N2C(=O)OC(C)(C)C)Cl